FC=1C=C(C=CC1)NC(NC1=C(C(=O)NCC)C=CC(=C1)F)=O 2-[3-(3-fluorophenyl)ureido]-4-fluoro-N-ethylbenzamide